4-(6-(((1r,2r,3s,5s)-2-fluoro-1,5-dimethyl-9-azabicyclo[3.3.1]non-3-yl)oxy)pyridazin-3-yl)-3-hydroxybenzonitrile F[C@@H]1[C@]2(CCC[C@@](C[C@@H]1OC1=CC=C(N=N1)C1=C(C=C(C#N)C=C1)O)(N2)C)C